CN1C2=C(C3=CC=CC=C13)CCN(C2)CCCCC=2C=C1C=CC(NC1=CC2)=O 6-(4-(9-methyl-1,3,4,9-tetrahydro-2H-pyrido[3,4-b]indol-2-yl)butyl)quinolin-2(1H)-one